N-[2-(1-methylpyrrolidin-2-yl)imidazo[1,2-a]pyridin-6-yl]imidazo[1,5-a]pyridine-7-carboxamide CN1C(CCC1)C=1N=C2N(C=C(C=C2)NC(=O)C2=CC=3N(C=C2)C=NC3)C1